CC1=CC=C2C(=N1)CC(N2)=O 5-Methyl-1,3-dihydro-2H-pyrrolo[3,2-b]pyridin-2-one